O[C@@H]1CC[C@H](CC1)N1C(=NC2=C3CC[C@@H](N(C3=CC=C21)C(=O)OC)C)CC(C(=O)O)C2=CC=CC=C2 3-((S)-3-((trans)-4-hydroxycyclohexyl)-6-(methoxycarbonyl)-7-methyl-6,7,8,9-tetrahydro-3H-imidazo[4,5-f]quinolin-2-yl)-2-phenylpropanoic acid